tert-butyl 3-propanoylazetidine-1-carboxylate C(CC)(=O)C1CN(C1)C(=O)OC(C)(C)C